OCCN(CCN1CCN(CC1)CCO)CCO N-2-[bis(2-hydroxyethyl)-amino]ethyl-N'-(2-hydroxyethyl)piperazine